O[C@@H](CNC(=O)C1=NC(=C(C=C1)OC1=CC=C(C=C1)C(F)(F)F)C1=NN(C=C1)C)C N-[(2R)-2-Hydroxypropyl]-6-(1-methyl-1H-pyrazol-3-yl)-5-[4-(trifluoromethyl)phenoxy]pyridine-2-carboxamide